(1-(((3-chloropyridin-2-yl)methyl)amino)-2-methyl-1-oxopropan-2-yl)carbamic acid tert-butyl ester C(C)(C)(C)OC(NC(C(=O)NCC1=NC=CC=C1Cl)(C)C)=O